7-hydroxyquinoline-6-carboxamide OC1=C(C=C2C=CC=NC2=C1)C(=O)N